ClC1=C(C=CC(=C1)I)NC([C@H]([C@@H](C)C1=CC=CC=C1)N1C(N[C@@H](C1=O)C1=CC=C(C=C1)OC[C@H](CO)O)=O)=O (2S,3S)-N-(2-chloro-4-iodo-phenyl)-2-{(R)-4-[4-((S)-2,3-dihydroxy-propoxy)-phenyl]-2,5-dioxo-imidazolin-1-yl}-3-phenyl-butyramide